COC(=O)C=1C=NC(=CC1)C1=CC(=C(C=C1)NC(C)C)Cl 6-[3-Chloro-4-(isopropylamino)phenyl]pyridine-3-carboxylic acid methyl ester